3-methyl-5-[2-[(2S)-2-methylazetidin-1-yl]-6,7-dihydro-5H-cyclopenta[d]pyrimidin-4-yl]isoxazole CC1=NOC(=C1)C=1C2=C(N=C(N1)N1[C@H](CC1)C)CCC2